6-(2-hydroxy-2-methylpropoxy)-4-(6-(6-(4-methoxybenzyl)-3,6-diazabicyclo[3.1.1]-heptan-3-yl)pyridin-3-yl)pyrazolo[1,5-a]pyridine-3-carbonitrile OC(COC=1C=C(C=2N(C1)N=CC2C#N)C=2C=NC(=CC2)N2CC1N(C(C2)C1)CC1=CC=C(C=C1)OC)(C)C